C(C)(C)(C)[S@@](=O)N[C@@H]1C2=NC=CC=C2CC12CCN(CC2)C(=O)OC(C)(C)C tert-butyl (S)-7-(((R)-tert-butylsulfinyl)amino)-5,7-dihydrospiro[cyclopenta[b]pyridine-6,4'-piperidine]-1'-carboxylate